NC=1C=NC2=CC=C(C=C2N1)CN(C(=O)C=1C=NC(=NC1)C(F)(F)F)C1=C(C=CC(=C1)Cl)S(=O)(=O)C N-[(3-aminoquinoxalin-6-yl)methyl]-N-(5-chloro-2-methanesulfonylphenyl)-2-(trifluoromethyl)pyrimidine-5-carboxamide